C(C)(C)(C)[Si](NCC)(NCC)C t-butylmethylbis(ethylamino)silane